2'-cyanobiphenyl C(#N)C1=C(C=CC=C1)C1=CC=CC=C1